CC1(O[C@H]2[C@@H](O1)CC[C@H]2C(CC#N)=O)C |&1:8| rac-3-((3aR,6aS)-2,2-dimethyltetrahydro-4H-cyclopenta[d][1,3]dioxol-4-yl)-3-oxopropanenitrile